IC=1C=CC(=C(C1)C(=O)C=1SC(=CC1)C1=CC=C(C=C1)F)C (5-iodo-2-methylphenyl)(5-(4-fluorophenyl)thiophene-2-yl)methanone